O[C@@H]1[C@H](CCCC1)NC=1C=C2CN(C(C2=CC1)=O)C1C(NC(CC1)=O)=O 3-(5-(((1S,2S)-2-hydroxycyclohexyl)amino)-1-oxoisoindolin-2-yl)piperidine-2,6-dione